FC(C)(F)C1=NC(=CC(=N1)N1CC2(C=3C=NC(=CC31)NC(C)=O)CC2)NCCCF N-(1'-(2-(1,1-difluoroethyl)-6-((3-fluoropropyl)amino)pyrimidin-4-yl)-1',2'-dihydrospiro[cyclopropane-1,3'-pyrrolo[3,2-c]pyridin]-6'-yl)acetamide